C(C)N1C(=CC2=C(C=CC=C12)C)C1=NC2=C(N1C)C=CC(=C2)C(=O)N2CC(CCC2)NC(OC(C)(C)C)=O 1,1-Dimethylethyl (1-{[2-(1-ethyl-4-methyl-1H-indol-2-yl)-1-methyl-1H-benzimidazol-5-yl]carbonyl}-3-piperidinyl)carbamate